tert-Butyl 4-(4-amino-3-hydroxyphenyl)piperidine-1-carboxylate NC1=C(C=C(C=C1)C1CCN(CC1)C(=O)OC(C)(C)C)O